(2-(4-((8-methoxyquinazolin-4-yl) amino) cyclohexyl) ethyl) phosphate P(=O)(OCCC1CCC(CC1)NC1=NC=NC2=C(C=CC=C12)OC)([O-])[O-]